phenyl-amine chloride [Cl-].C1(=CC=CC=C1)N